2-(3-Fluoro-5-trifluoromethyl-phenyl)-N-(4-oxo-2-pyrrolidin-1-yl-7-trifluoromethyl-4H-quinazolin-3-yl)-acetamide FC=1C=C(C=C(C1)C(F)(F)F)CC(=O)NN1C(=NC2=CC(=CC=C2C1=O)C(F)(F)F)N1CCCC1